C(=O)C1=CC=C(C=CC2=[NH+]C=CC=C2)C=C1 2-(4-formylstyryl)-pyridinium